2,4-dichloro-6-hydroxy-N-[2-(2-hydroxyphenyl)ethyl]benzenesulfonamide ClC1=C(C(=CC(=C1)Cl)O)S(=O)(=O)NCCC1=C(C=CC=C1)O